O1CC(C1)[C@@H](C)NC(=O)C1=CC2=CC=CC(=C2C=C1)OC1=CC=C(C=C1)C(F)(F)F (R)-N-(1-(oxetan-3-yl)ethyl)-5-(4-(trifluoromethyl)phenoxy)-2-naphthamide